C(OC(C)(C)C)(OC1=C(C(=C(C=C1OC)C#N)NCCOC)C#N)=O tert-Butyl 2,4-dicyano-6-methoxy-3-(2-methoxyethylamino)phenyl carbonate